1-bromo-4-ethyl-5-methoxy-2-(trifluoromethoxy)benzene BrC1=C(C=C(C(=C1)OC)CC)OC(F)(F)F